tert-butyl (R)-4-((1-(4-fluorophenyl)-4-oxobutyl)carbamoyl)-4-hydroxypiperidine-1-carboxylate FC1=CC=C(C=C1)[C@@H](CCC=O)NC(=O)C1(CCN(CC1)C(=O)OC(C)(C)C)O